methyl 3-[(4-[4-[(tert-butoxycarbonyl)amino]-1-methylpyrrole-2-amido]-1-methylimidazol-2-yl)formamido]propanoate C(C)(C)(C)OC(=O)NC=1C=C(N(C1)C)C(=O)NC=1N=C(N(C1)C)C(=O)NCCC(=O)OC